C(CCC)OC(C(=C(C1=CC=C(C=C1)OC)C)C#N)=O Butyl-α-cyano-β-methyl-p-methoxy-cinnamat